tert-butyl 7-((5-(2-(2-hydroxypropan-2-yl)morpholino)pyridin-2-yl) amino)-1-oxo-4-(pyridin-4-yl)-1,3-dihydro-2H-pyrrolo[3,4-c]pyridine-2-carboxylate OC(C)(C)C1OCCN(C1)C=1C=CC(=NC1)NC=1C2=C(C(=NC1)C1=CC=NC=C1)CN(C2=O)C(=O)OC(C)(C)C